IMIDAZOTHIADIAZOL S1NN=C2C1=NC=N2